N-(3-bromo-4-fluorophenyl)-3-(1,1-difluoro-2-((1R,3r,5S)-3-hydroxy-8-azabicyclo[3.2.1]octan-8-yl)-2-oxoethyl)-4-fluorobenzamide BrC=1C=C(C=CC1F)NC(C1=CC(=C(C=C1)F)C(C(=O)N1[C@H]2CC(C[C@@H]1CC2)O)(F)F)=O